C1(CC1)C#CC(=O)NC=1C=CC(=NC1)C=1N=NN(C1NC(O[C@H](C)C=1C(=NC=CC1)Cl)=O)C (R)-1-(2-chloropyridin-3-yl)ethyl (4-(5-(3-cyclopropylpropiolamido)pyridin-2-yl)-1-methyl-1H-1,2,3-triazol-5-yl)carbamate